N-(3-bromo-5-nitrophenyl)thiophene-2-carboxamide BrC=1C=C(C=C(C1)[N+](=O)[O-])NC(=O)C=1SC=CC1